CP(=O)(O)C[C@H]([C@H](N)C(=O)O)O 4-(methylhydroxyphosphoryl)-threonine